O=C1NC(CC[C@H]1NC1=C(C=C(C=C1)[C@@]12CCN(C[C@H]2C1(F)F)C(=O)OC(C)(C)C)C)=O tert-butyl (1S,6S)-6-(4-(((R)-2,6-dioxopiperidin-3-yl)amino)-3-methylphenyl)-7,7-difluoro-3-azabicyclo[4.1.0]heptane-3-carboxylate